NC1=CC=C(C=C1)C1(CCN(CC1)C)O 4-(4-aminophenyl)-1-methylpiperidin-4-ol